tert-butyl 7-(1-((5-methoxy-2-methyl-[1,2,4]triazolo[1,5-a]pyrimidin-6-yl)carbamoyl)-2,3-dihydro-1H-pyrrolo[2,3-b]pyridin-4-yl)-4,7-diazaspiro[2.5]octane-4-carboxylate COC1=NC=2N(C=C1NC(=O)N1CCC=3C1=NC=CC3N3CCN(C1(CC1)C3)C(=O)OC(C)(C)C)N=C(N2)C